NC1=NC=C(C(=N1)N)CN1CCC2=CC(=CC=C12)C1=CC=C(C2=CC=CC=C12)NC(C)=O N-(4-(1-((2,4-diaminopyrimidin-5-yl)methyl)indolin-5-yl)naphthalen-1-yl)acetamide